C1(CC1)C1=C(C=C(C=C1)OC(F)(F)F)C1=NOC(=N1)C(=O)OCC ethyl 3-(2-cyclopropyl-5-(trifluoromethoxy) phenyl)-1,2,4-oxadiazole-5-carboxylate